ETHYL-2-FORMYL-3-OXOPROPIONATE C(C)OC(C(C=O)C=O)=O